N-(3-hydroxybenzyl)adenosine OC=1C=C(CNC=2C=3N=CN([C@H]4[C@H](O)[C@H](O)[C@@H](CO)O4)C3N=CN2)C=CC1